D-pantothenyl alcohol C(CCNC([C@@H](O)C(C)(C)CO)=O)(=O)O